C(C)(C)(C)OC(=O)N(CC(=O)OC)[C@H]1CCC2=C(C=CC=C12)C1=NOC(=N1)C1=CC(=C(C=C1)OC(C)C)C#N methyl (S)-N-(tert-butoxycarbonyl)-N-(4-(5-(3-cyano-4-isopropoxyphenyl)-1,2,4-oxadiazol-3-yl)-2,3-dihydro-1H-inden-1-yl)glycinate